N1(CCNCC1)N piperazin-1-amine